N4-(3-(methylsulfonyl)pyridin-2-yl)-N6-(5-(1-(pyrrolidin-1-yl)ethyl)pyridin-2-yl)pyrimidine-4,6-diamine CS(=O)(=O)C=1C(=NC=CC1)NC1=NC=NC(=C1)NC1=NC=C(C=C1)C(C)N1CCCC1